4-hydroxy-2,6-pyridinedicarboxylic acid cobalt [Co].OC1=CC(=NC(=C1)C(=O)O)C(=O)O